COC1=CC=C(C=C1)C1=NC2=CC=CC=C2C(=C1)NCCCN(CC1CCN(CC1)C)C N1-(2-(4-methoxyphenyl)quinolin-4-yl)-N3-methyl-N3-((1-methylpiperidin-4-yl)methyl)propane-1,3-diamine